C(C)(C)OC1=C(C=C(C=C1)CCNC(OC(C)(C)C)=O)OC tert-butyl N-[2-(4-isopropoxy-3-methoxyphenyl)ethyl]carbamate